methyl (S)-6-isopropyl-2-methoxy-3-(3-methoxypropoxy)-10-oxo-5,10-dihydro-6H-pyrido[1,2-h][1,7]naphthyridine-9-carboxylate C(C)(C)[C@@H]1CC=2C=C(C(=NC2C=2N1C=C(C(C2)=O)C(=O)OC)OC)OCCCOC